NC1(CN(C1)C1=NC=CC(=C1)N1C[C@@H]2N([C@@H](CN(C2)C2=C3C=CC=NC3=C(C=C2)C#N)C)CC1)C 5-[(4R,9aS)-8-[2-(3-amino-3-methyl-azetidin-1-yl)-4-pyridyl]-4-methyl-3,4,6,7,9,9a-hexahydro-1H-pyrazino[1,2-a]pyrazin-2-yl]quinoline-8-carbonitrile